S1C=NC2=C1C=C(C=C2)NC=2C(C(C2NCC2=NC=CC=C2)=O)=O 3-(benzo[d]thiazol-6-ylamino)-4-((pyridin-2-ylmethyl)amino)cyclobut-3-ene-1,2-dione